1,1-Isophthaloyl-bis(2-methylaziridine) CC1CN1C(=O)C2=CC(=CC=C2)C(=O)N3CC3C